CC=1OC(=CC1C(=O)NC1=NC(=NS1)C)C1=CC(=CC=C1)OC(F)(F)F 2-Methyl-N-(3-methyl-1,2,4-thiadiazol-5-yl)-5-(3-(trifluoromethoxy)phenyl)furan-3-carboxamide